1-(tert-butyl) 2-methyl (2S)-3-allyl-4-hydroxypyrrolidine-1,2-dicarboxylate C(C=C)C1[C@H](N(CC1O)C(=O)OC(C)(C)C)C(=O)OC